para-trifluoromethoxy-nitrobenzene FC(OC1=CC=C(C=C1)[N+](=O)[O-])(F)F